C(C)[C@@H]1NCC[C@@H](C1)C(=O)NC1=CC(=CC=C1)C(F)(F)F cis-2-ethyl-N-(3-(trifluoromethyl)phenyl)piperidine-4-carboxamide